Cl.FC1=C(C(=CC=C1)F)NN 2,6-difluorophenyl-hydrazine hydrochloride